2-methoxy-4-ethylphenyl 4-methoxybenzoate COC1=CC=C(C(=O)OC2=C(C=C(C=C2)CC)OC)C=C1